C(C)(C)OC1=CC=CC(=N1)CN1CCCCC1 1-((6-isopropoxypyridin-2-yl)methyl)piperidin